((2S,4R,5R)-4-acetoxy-5-(2-amino-7-(3,4-dichlorobenzyl)-8-oxo-7,8-dihydro-9H-purin-9-yl)tetrahydrofuran-2-yl)methylacetat C(C)(=O)O[C@@H]1C[C@H](O[C@H]1N1C2=NC(=NC=C2N(C1=O)CC1=CC(=C(C=C1)Cl)Cl)N)COC(C)=O